BrC=1C=C(C=C2C(NC3=CC=C(C=C23)I)=O)C=C(C1O)Br 3-(3,5-Dibromo-4-hydroxy-benzylidene)-5-iodo-1,3-dihydro-indol-2-one